oleoyl-oxyethyl-sodium C(CCCCCCC\C=C/CCCCCCCC)(=O)OCC[Na]